FC1=CC=C(OC2=CC=C(OC3=NC=NC4=CC=C5C(=C34)OCCN5C(C=C)=O)C=C2)C=C1 1-(10-(4-(4-fluorophenoxy)phenoxy)-2,3-dihydro-4H-[1,4]oxazino[2,3-f]quinazolin-4-yl)prop-2-en-1-one